[Br-].C[N+](CCC[Si](OCC)(OCC)OCC)(CCCCCCCCCCCCCCCCCC)C dimethyloctadecyl-[3-(triethoxysilyl)propyl]ammonium bromide